FC1=C(C(=CC=C1)F)N1N=C(C(=C1)NC1=CC(=CC=C1)C(=O)N1CCOCC1)C(=O)N 1-(2,6-difluorophenyl)-4-((3-(morpholine-4-carbonyl)phenyl)amino)-1H-pyrazole-3-carboxamide